C(C1=CC=CC=C1)OC=1C=C(C=CC1)C1=CC(=CC=C1)[C@H](C(=O)N1CC2=C(CCC1)N=C(NC2=O)C2(CC2)C2=CC(=CC=C2)Cl)O (R)-6-(2-(3'-(benzyloxy)-[1,1'-biphenyl]-3-yl)-2-hydroxyacetyl)-2-(1-(3-chlorophenyl)cyclopropyl)-3,5,6,7,8,9-hexahydro-4H-pyrimido[5,4-c]azepin-4-one